N1=C(C=CC=C1)SSC1C(CCC1)O 2-(2-pyridyldisulfanyl)cyclopentan-1-ol